CC(C(O)O)CC(C)C 2,4-dimethylpentanediol